5-(pyrrolidine-1-carbonyl)pyridin-2(1H)-one N1(CCCC1)C(=O)C=1C=CC(NC1)=O